FC1([C@H](CN(CC1)[C@H](C(=O)NC1=NC=C(C=C1)OC1=CC=C(C=C1)F)C)C1=CNC(C=C1)=O)F (S)-2-((S)-4,4-difluoro-3-(6-oxo-1,6-dihydropyridin-3-yl)piperidin-1-yl)-N-(5-(4-fluorophenoxy)pyridin-2-yl)propionamide